ClC1=NC=C(C(=C1)C1=C(C=NC(=C1)C)C(=O)NC=1SC2=C(N1)CN(C2)C(=O)C2=NC=CC(=C2)Cl)OC 2'-chloro-N-[5-(4-chloropyridine-2-carbonyl)-4H,5H,6H-pyrrolo[3,4-d][1,3]thiazol-2-yl]-5'-methoxy-6-methyl-[4,4'-bipyridine]-3-carboxamide